3-[2-amino-5-(4-methyl-6-quinolyl)thiazol-4-yl]benzonitrile NC=1SC(=C(N1)C=1C=C(C#N)C=CC1)C=1C=C2C(=CC=NC2=CC1)C